methyl-6-(4'-methoxybiphenyl-4-yl)methoxytetralin CC1CCCC2=CC(=CC=C12)OCC1=CC=C(C=C1)C1=CC=C(C=C1)OC